tert-butyl (S)-(4,4-difluoro-1-hydroxybutan-2-yl)carbamate FC(C[C@@H](CO)NC(OC(C)(C)C)=O)F